C(C[NH3+])[NH3+].C(CCC)[N+](CCCC)(CCCC)CCCC tetrabutylammonium, ethylenediammonium salt